N-[(1'R,4'R,14S)-19-fluoro-4'-methyl-spiro[8,12-dioxa-21-azatetracyclo[14.3.1.110,13.02,7]henicosa-1(19),2,4,6,10,13(21),16(20),17-octaene-14,3'-cyclopentane]-1'-yl]methanesulfonamide FC=1C=CC=2C[C@@]3(C[C@@H](C[C@H]3C)NS(=O)(=O)C)C=3OC=C(COC4=CC=CC=C4C1C2)N3